1-(4-(3,8-diazabicyclo[3.2.1]octan-3-yl)-2-((1-((dimethylamino)methyl)cyclopropyl)methoxy)-5,8-dihydropyrido[3,4-d]pyrimidin-7(6H)-yl)-8-ethynylisoquinolin-3-amine C12CN(CC(CC1)N2)C=2C1=C(N=C(N2)OCC2(CC2)CN(C)C)CN(CC1)C1=NC(=CC2=CC=CC(=C12)C#C)N